2-((2,2-difluoroethoxy)meth-yl)-1,3-dioxolane FC(COCC1OCCO1)F